CN(CCN(C1=C(C=C(C(=C1)OC)NC1=NC=NC(=N1)N1CC2(C3=NC(=CC=C31)C)CCCC2)NC(C=C)=O)C)C N-(2-((2-(dimethylamino)ethyl)(methyl)amino)-4-methoxy-5-((4-(5'-methylspiro[cyclopentane-1,3'-pyrrolo[3,2-b]pyridin]-1'(2'H)-yl)-1,3,5-triazin-2-yl)amino)phenyl)acrylamide